C(C)(C)(C)C1=CC=C(C=C1)N(C=1C=CC(=C(C1)B(O)O)O)C1=CC=C(C=C1)C(C)(C)C (5-(bis(4-(tert-butyl)phenyl)amino)-2-hydroxyphenyl)boronic acid